CN(C=1C(=C(C#N)C=CC1)C)C 3-(dimethylamino)-2-methyl-benzonitrile